O1C(=CC=C1)C=C(C=O)CCC 3-(2-furyl)-2-propyl-2-propenal